camphorate C(C1(C)C(C)(C)C(C(=O)[O-])CC1)(=O)[O-]